5-((1-acetylpiperidin-4-yl)oxy)-N-(4-(2-chlorophenyl)thiazol-2-yl)picolinamide C(C)(=O)N1CCC(CC1)OC=1C=CC(=NC1)C(=O)NC=1SC=C(N1)C1=C(C=CC=C1)Cl